tert-butyl (1S,2R,5R)-2-(2-((7-chloro-8-fluoro-2-(methylthio)-4-oxo-3,4-dihydropyrido[4,3-d]pyrimidin-5-yl)oxy)ethyl)-3,8-diazabicyclo[3.2.1]octane-8-carboxylate ClC1=C(C=2N=C(NC(C2C(=N1)OCC[C@@H]1[C@@H]2CC[C@H](CN1)N2C(=O)OC(C)(C)C)=O)SC)F